2-(2-methoxybenzyl)azepane COC1=C(CC2NCCCCC2)C=CC=C1